ClC1=CC=C(C=C1)C1(C(=C(OC=C1)C1SCCCS1)C1=CC=CC=C1)C1=CC=CC=C1 (4-chlorophenyl)-2-(1,3-dithian-2-yl)-3,4-diphenyl-4H-pyran